(S)-3-(1-oxo-5-(4-((1-(4-((1R,2S)-2-phenyl-1,2,3,4-tetrahydronaphthalen-1-yl)phenyl)piperidin-4-yl)methyl)piperazin-1-yl)isoindolin-2-yl)piperidine-2,6-dione O=C1N(CC2=CC(=CC=C12)N1CCN(CC1)CC1CCN(CC1)C1=CC=C(C=C1)[C@H]1[C@H](CCC2=CC=CC=C12)C1=CC=CC=C1)[C@@H]1C(NC(CC1)=O)=O